C(C)(=O)C=1C=C(C=CC1)C1=CN=C2N1C=C(C=C2NC=O)C2=CC=C(C=C2)C(=O)N2CCOCC2 N-[3-(3-acetylphenyl)-6-[4-(morpholine-4-carbonyl)phenyl]imidazo[1,2-a]pyridin-8-yl]formamide